BrC=1C=CC=C2C=CC=C(C12)C1CCC=2C(NC(NC2C1)=O)=O 7-(8-bromonaphthalen-1-yl)-5,6,7,8-tetrahydroquinazoline-2,4(1H,3H)-dione